(3R,4S)-1-(4-((8-((2S,3R)-3-(((S)-ethylsulfinyl)methyl)-2-methylazetidin-1-yl)-5-isopropylisoquinolin-3-yl)amino)pyrimidine-2-yl)-3-fluoro-3-methylpiperidin-4-ol C(C)[S@](=O)C[C@H]1[C@@H](N(C1)C=1C=CC(=C2C=C(N=CC12)NC1=NC(=NC=C1)N1C[C@@]([C@H](CC1)O)(C)F)C(C)C)C